OCCC1=C(C(=NSS1)CCO)CCO tris(hydroxyethyl)dithiazine